FC12CCC(C1)(C2)N2CC=C(C=C2)NC(CC2=C(C=CC(=C2)F)O)=O N-(4-Fluoro-1-bicyclo[2.1.1]hexanyl)-4-[[2-(5-fluoro-2-hydroxyphenyl)acetyl]amino]pyridin